C(C)(C)(C)NS(=O)(=O)C1=CC(=CC=C1)C(=O)N1CC2(C3=CC(=CC=C13)NS(=O)(=O)C)CCC(CC2)C(F)F N-(tert-butyl)-3-((1s,4s)-4-(difluoromethyl)-5'-(methylsulfonamido)spiro[cyclohexane-1,3'-indoline]-1'-carbonyl)benzenesulfonamide